C(CO)/C=C\O cis-butene-1,4-diol